C1(CC1)C1=C(C=C(C(=C1)[N+](=O)[O-])OC)N1CCC(CC1)C=O 1-(2-cyclopropyl-5-methoxy-4-nitrophenyl)piperidine-4-carboxaldehyde